OCC1CO1 1-hydroxy-2,3-epoxypropane